CC=1N=C2N(C=C(C(=C2)OC2COCC2)C(=O)O)C1 2-methyl-7-((tetrahydrofuran-3-yl)oxy)imidazo[1,2-a]pyridine-6-carboxylic acid